(2R,3R,4S)-2-(2-chloro-6-(5-chloro-2-methoxybenzylamino)-9H-purin-9-yl)tetrahydrothiophene-3,4-diol ClC1=NC(=C2N=CN(C2=N1)[C@@H]1SC[C@H]([C@H]1O)O)NCC1=C(C=CC(=C1)Cl)OC